3-[3-(23,29-Difluoro-12-methyl-13-oxo-25-oxa-3,12,20,31-tetrazapentacyclo[24.3.1.12,5.016,24.017,21]hentriaconta-1(30),2,4,16,18,21,23,26,28-nonaen-6-yl)phenyl]-2-methyl-propanoic acid FC=1C=C2NC=CC2=C2CCC(N(CCCCCC(C3=CN=C(C=4C(=CC=C(OC12)C4)F)N3)C=3C=C(C=CC3)CC(C(=O)O)C)C)=O